N-(4-decyloxyphenyl)-7-methoxycoumarin-3-formamide C(CCCCCCCCC)OC1=CC=C(C=C1)NC(=O)C=1C(OC2=CC(=CC=C2C1)OC)=O